O1CC(CC1)CN1C=NC2=C1C=C(C=C2)C(=O)O 3-(oxacyclopentane-3-ylmethyl)-1,3-benzodiazole-5-carboxylic acid